C(C1=CC=CC=C1)OC(=O)N1CC(C(CC1)(C)O)CN1C(C2=CC=CC=C2C1=O)=O 3-[(1,3-Dioxoisoindolin-2-yl)methyl]-4-hydroxy-4-methyl-piperidine-1-carboxylic acid benzyl ester